N-(2-methoxy-3-(2-((4-(4-methylpiperazin-1-yl)phenyl)amino)quinazolin-8-yl)phenyl)acrylamide 3-(2-Hydroxyphenyl)-3,3-dimethylpropanoate OC1=C(C=CC=C1)C(CC(=O)O)(C)C.COC1=C(C=CC=C1C=1C=CC=C2C=NC(=NC12)NC1=CC=C(C=C1)N1CCN(CC1)C)NC(C=C)=O